C1=CC=C(C=C1)[C@H](C(=O)O)NC(=O)N The molecule is a member of the class of ureas that is N-carbamoylglycine in which the pro-R hydrogen has been replaced by a phenyl group. It is a member of ureas and a monocarboxylic acid. It derives from a D-alpha-phenylglycine and a N-carbamoylglycine. It is a conjugate acid of a N-carbamoyl-D-phenylglycine(1-).